N1=C(C=CC=2CCCNC12)CCOC=1C=C2C=NNC2=CC1 5-(2-(5,6,7,8-tetrahydro-1,8-naphthyridin-2-yl)-ethoxy)-1H-indazol